CC1=C(C=CC=C1C)N1CCN(CC1)C(CN1N=C(C2=C1C[C@@H]1[C@H]2C1)C(=O)OCC)=O ethyl (3bR,4aR)-1-(2-(4-(2,3-dimethylphenyl)piperazin-1-yl)-2-oxoethyl)-3b,4,4a,5-tetrahydro-1H-cyclopropa[3,4]cyclopenta[1,2-c]pyrazole-3-carboxylate